2-fluoro-4-(6-(1-methyl-1H-indazol-5-yl)-3-(piperidin-4-ylmethyl)-3H-imidazo[4,5-c]pyridin-7-yl)benzonitrile FC1=C(C#N)C=CC(=C1)C=1C2=C(C=NC1C=1C=C3C=NN(C3=CC1)C)N(C=N2)CC2CCNCC2